2-(5-bromopyridin-2-yl)-2-(hydroxyimino)acetic acid ethyl ester C(C)OC(C(=NO)C1=NC=C(C=C1)Br)=O